tert-butyl (R)-((3-(5-(4-cyanophenyl)-2-((6-fluoro-2-methylpyridin-3-yl)oxy)-4-methylnicotinamido)phenyl)(methyl)(oxo)-λ6-sulfaneylidene)carbamate C(#N)C1=CC=C(C=C1)C=1C=NC(=C(C(=O)NC=2C=C(C=CC2)[S@](=O)(C)=NC(OC(C)(C)C)=O)C1C)OC=1C(=NC(=CC1)F)C